3-ethoxy-4-((14-(((3S,4S,5S,6R)-3,4,5-trihydroxy-6-(hydroxymethyl)tetrahydro-2H-pyran-2-yl)oxy)-3,6,9,12-tetraoxatetradecyl)amino)cyclobut-3-ene-1,2-dione C(C)OC=1C(C(C1NCCOCCOCCOCCOCCOC1O[C@@H]([C@H]([C@@H]([C@@H]1O)O)O)CO)=O)=O